ClC1=CC=C2C(=CC(=NC2=C1Cl)CCC(=O)OC(C)(C)C)C=1C=NNC1 tertbutyl 3-(7,8-dichloro-4-(1H-pyrazol-4-yl)quinolin-2-yl)propanoate